C1=CSC(=N1)C2=CC=NN2 pyrazolylthiazole